Tert-butyl (S)-4-methyl-1,2,3-oxathiazolidine-3-carboxylate C[C@@H]1N(SOC1)C(=O)OC(C)(C)C